4-bromo-1-cyclopropyl-3-(4-fluoro-2,6-dimethylphenoxy)pyridin-2(1H)-one BrC1=C(C(N(C=C1)C1CC1)=O)OC1=C(C=C(C=C1C)F)C